COC1=C(C(CC1)=O)C(C)CCCCCC 3-methoxy-2-(octan-2-yl)cyclopent-2-en-1-one